ClC1=CC=C(C=N1)S(=O)(=O)N(CC1=CC=C(C=C1)OC)CC1=CC=C(C=C1)OC 6-Chloro-N,N-bis(4-methoxybenzyl)pyridine-3-sulfonamide